trans-5-[[4-[(3S)-3-(3-cyano-5-fluoro-phenyl)isoxazolidine-2-carbonyl]cyclohexyl]methyl]-2-fluoro-benzamide C(#N)C=1C=C(C=C(C1)F)[C@H]1N(OCC1)C(=O)[C@@H]1CC[C@H](CC1)CC=1C=CC(=C(C(=O)N)C1)F